C(C)OC(=O)[C@@H]1[C@H](C1)CCOCC1=CC=CC=C1 (1S,2R)-2-(2-(benzyloxy)ethyl)cyclopropanecarboxylic acid ethyl ester